C(C)(C)(C)C=1C=C2C=NN(C(C2=C(C1)F)=O)C1=NC=CC(=C1CO)C1=CN(C(C(=C1)NC1=NN2C(CNCC2)=C1)=O)C 6-(tert-butyl)-8-fluoro-2-(3'-(hydroxymethyl)-1-methyl-6-oxo-5-((4,5,6,7-tetrahydropyrazolo[1,5-a]pyrazin-2-yl)amino)-1,6-dihydro-[3,4'-bipyridin]-2'-yl)phthalazin-1(2H)-one